Cl.ClC=1C=CC(=C(CNC([C@H](C)NC(=O)[C@@H]2NC[C@H](C2)CC2=CC=CC3=CC=CC=C23)=O)C1)N1N=NN=C1 (2R,4S)-N-((S)-1-((5-chloro-2-(1H-tetrazol-1-yl)benzyl)amino)-1-oxopropan-2-yl)-4-(naphthalen-1-ylmethyl)pyrrolidine-2-carboxamide hydrochloride